C1(=CC=CC=C1)C1=CC=C(C(=O)NCC(=O)N2CC3(OCCO3)C[C@H]2C(=O)O)C=C1 (8S)-7-[2-[(4-phenylbenzoyl)amino]acetyl]-1,4-dioxa-7-azaspiro[4.4]nonane-8-carboxylic acid